4'-(2-(4-bromophenyl)quinazolin-4-yl)-[1,1'-biphenyl]-3-carbonitrile BrC1=CC=C(C=C1)C1=NC2=CC=CC=C2C(=N1)C1=CC=C(C=C1)C1=CC(=CC=C1)C#N